C(C1=CC=C(C=C1)OC)(=O)CC(C1=CC=C(C=C1)OC)=O dianisoyl-methan